4-amino-3-(methylsulfonyl)-benzoic acid, ethyl ester NC1=C(C=C(C(=O)OCC)C=C1)S(=O)(=O)C